6-(methylsulfonylamino)pyridazin-3-amine CS(=O)(=O)NC1=CC=C(N=N1)N